2-(2-furanyl)-4-[[phenylmethylsulfonyl]oxy]-5-amino-3(2H)-furanone O1C(=CC=C1)C1OC(=C(C1=O)OS(=O)(=O)CC1=CC=CC=C1)N